C(/C1=CC=CC=C1)=C\1/C(C(OCC1(C)C)=O)CC1=CC=C(C=C1)C(F)(F)F (E)-4-benzylidene-5,5-dimethyl-3-(4-(trifluoromethyl)benzyl)tetrahydro-2H-pyran-2-one